Cyclobutyl (4-(4-amino-7-(1-methyl-1H-pyrazol-3-yl)pyrrolo[2,1-F][1,2,4]triazin-5-yl)-2-methoxyphenyl)carbamate NC1=NC=NN2C1=C(C=C2C2=NN(C=C2)C)C2=CC(=C(C=C2)NC(OC2CCC2)=O)OC